C(C)(=O)N1C(/C(/NC(C1)=O)=C/C=1N=CN(C1C(C)C)CCO[Si](C)(C)C(C)(C)C)=O (Z)-1-acetyl-3-((5-(isopropyl)-1-(tert-butyldimethylsilyloxyethyl)-imidazol-4-yl)methylene)piperazine-2,5-dione